4,4-difluoropiperidine-1-carboxylic acid methyl ester COC(=O)N1CCC(CC1)(F)F